2-(2-Chloro-3-(trifluoromethyl)phenyl)ethanol ClC1=C(C=CC=C1C(F)(F)F)CCO